5-(2-Bromo-1-chloroethyl)-4-methylthiazole BrCC(Cl)C1=C(N=CS1)C